BrC1=CC=C(CNC(=O)[C@H]2N(CCN(C2)C=2C=3C(N=CN2)=NN(C3)C3=CC=C(C=C3)C(F)(F)F)C)C=C1 (S)-N-(4-bromobenzyl)-1-methyl-4-(2-(4-(trifluoromethyl)phenyl)-2H-pyrazolo[3,4-d]pyrimidin-4-yl)piperazine-2-carboxamide